O=C1NC(CC[C@@H]1N1C(N(C2=C1C=CC=C2N2CCN(CC2)CC2CCC(CC2)N2N=C1C=C(C(=CC1=C2)NC(=O)C2=NC(=CC=C2)C(F)(F)F)C)C)=O)=O N-[2-[4-[[4-[1-[(3S)-2,6-dioxo-3-piperidinyl]-3-methyl-2-oxo-benzimidazol-4-yl]piperazin-1-yl]methyl]cyclohexyl]-6-methyl-indazol-5-yl]-6-(trifluoromethyl)pyridine-2-carboxamide